COC1=C(C(=CC(=C1)OC)OC)CN (2,4,6-trimethoxyphenyl)methylamine